N-((R)-6-(7,7-difluoro-2-((2S,3R)-3-hydroxy-2-methylazetidin-1-yl)-6,7-dihydro-5H-cyclopenta[d]pyrimidin-4-yl)-2,3-dihydrobenzofuran-3-yl)methanesulfonamide FC1(CCC2=C1N=C(N=C2C2=CC1=C([C@H](CO1)NS(=O)(=O)C)C=C2)N2[C@H]([C@@H](C2)O)C)F